1-(1Z-octadecenyl)-2-acryl-sn-glycero-3-phosphorylcholine C(=C/CCCCCCCCCCCCCCCC)/OC[C@@H](OC(=O)C=C)COP(=O)(O)OCC[N+](C)(C)C